OC(CCC(=O)[O-])CCCC.[Na+] sodium 4-hydroxyoctanoate